2-(3'-t-butyl-5'-methyl-2'-hydroxyphenyl)-5-chlorobenzotriazole C(C)(C)(C)C=1C(=C(C=C(C1)C)N1N=C2C(=N1)C=CC(=C2)Cl)O